COC(=O)C1=NN(C(=C1)Cl)CCC1CCN(CC1)C 5-chloro-1-(2-(1-methylpiperidin-4-yl)ethyl)-1H-pyrazole-3-carboxylic acid methyl ester